ClC1=CC=C(C=N1)CN1C(C=CC=C1)=CC(C(F)(F)F)=O 3-[1-[(6-Chloro-3-pyridyl)methyl]-2-pyridylidene]-1,1,1-trifluoro-propan-2-one